N1=C(C=CC=C1)NC1=NC(=NC=C1)[S] [4-[(pyridin-2-yl)amino]Pyrimidin-2-yl]Sulfur